O=C1NC(CCC1N1C(C2=CC=C(C=C2C1=O)C1(CCN(CC1)CC=1C=CC=2N(C1)N=CC2)O)=O)=O 2-(2,6-dioxopiperidin-3-yl)-5-(4-hydroxy-1-(pyrazolo[1,5-a]pyridin-6-ylmethyl)piperidin-4-yl)isoindoline-1,3-dione